(2R)-N-(4-tert-butylphenyl)-1-cyano-N-[2-(cyclohexylamino)-2-oxo-1-(3-pyridyl)ethyl]pyrrolidine-2-carboxamide C(C)(C)(C)C1=CC=C(C=C1)N(C(=O)[C@@H]1N(CCC1)C#N)C(C(=O)NC1CCCCC1)C=1C=NC=CC1